4-(8-amino-3-((2S,3aR,6aS)-hexahydro-1H-furo[3,4-b]pyrrol-2-yl)imidazo[1,5-a]pyrazin-1-yl)-N-(pyridin-2-yl)benzamide NC=1C=2N(C=CN1)C(=NC2C2=CC=C(C(=O)NC1=NC=CC=C1)C=C2)[C@@H]2C[C@@H]1[C@H](N2)COC1